[(R)-4-(6-Amino-4-methyl-pyridin-3-yl)-2-hydroxymethyl-piperazin-1-yl]-[5-(4-fluoro-phenyl)-4-methoxy-pyridin-2-yl]-methanone NC1=CC(=C(C=N1)N1C[C@@H](N(CC1)C(=O)C1=NC=C(C(=C1)OC)C1=CC=C(C=C1)F)CO)C